5-chloro-N-((5-cyclopropyl-1H-indazol-yl)methyl)-6-methoxynicotinamide ClC=1C(=NC=C(C(=O)NCN2N=CC3=CC(=CC=C23)C2CC2)C1)OC